bis[(S)-piperazine-2-formate] copper (II) [Cu+2].N1[C@@H](CNCC1)C(=O)[O-].N1[C@@H](CNCC1)C(=O)[O-]